C12CN(CC(CC1)O2)C2=C(CN1CCCC13CCN(CC3)C(=O)OC(C(F)(F)F)C(F)(F)F)C=CC(=C2)Cl 1,1,1,3,3,3-hexafluoropropan-2-yl 1-(2-(8-oxa-3-azabicyclo[3.2.1]octan-3-yl)-4-chlorobenzyl)-1,8-diazaspiro[4.5]decane-8-carboxylate